4-cyclopropyl-6-methylpyrimidine C1(CC1)C1=NC=NC(=C1)C